2-cyano-1,10-phenanthroline C(#N)C1=NC2=C3N=CC=CC3=CC=C2C=C1